NC=1C=CC(=C2CN(C(C12)=O)CC(C(=O)N)=C)C1=CC(=C2C=NN(C2=C1)C)C(=O)N1CCN(CC1)C 2-({7-amino-4-[1-methyl-4-(4-methylpiperazine-1-carbonyl)-1H-indazol-6-yl]-1-oxo-2,3-dihydro-1H-isoindol-2-yl}methyl)prop-2-enamide